((Z)-hex-3-en-1-yloxy)2-methylundec-1-eneN C(C\C=C/CC)OC=C(C=CCCCCCCC)C